C(C1=CC=CC=C1)N1CCC(CC1)CC(=O)N1CCC(CC1)O 1-(1-Benzyl-4-piperidylacetyl)-4-hydroxypiperidine